C(CCSSCCC(=O)NN)(=O)NN 3,3'-dithio-bis(propionyl-hydrazine)